CC1CCC2=C(NC1=O)C=CC(=C2)C(CSC=2NC(C=C(N2)CCC)=O)=O 3-methyl-7-(2-((6-oxo-4-propyl-1,6-dihydropyrimidin-2-yl)thio)acetyl)-1,3,4,5-tetrahydro-2H-benzo[b]azepin-2-one